N1NCCC=C1 (S)-tetrahydropyridazine